F[C@@H]1CC=2N(C=NC2C(C(=O)OCC)N2C(C3=CC(=CC(=C3C2)F)I)=O)C1 ethyl 2-[(6R)-6-fluoro-6,7-dihydro-5H-pyrrolo[1,2-c]imidazol-1-yl]-2-(4-fluoro-6-iodo-1-oxo-isoindolin-2-yl)acetate